FC1(CCN(CC1)[C@]1(C(NC2=C(C(=CC=C12)F)F)=O)C1=CC=C(C=C1)B(O)O)F (R)-(4-(3-(4,4-difluoropiperidin-1-yl)-6,7-difluoro-2-oxoindolin-3-yl)phenyl)boronic acid